6-[8-(1,3-benzothiazol-2-ylcarbamoyl)-3,4-dihydroisoquinolin-2(1H)-yl]-3-[3-(cyclohexyloxy)-2-fluorophenyl]pyridine-2-carboxylic acid S1C(=NC2=C1C=CC=C2)NC(=O)C=2C=CC=C1CCN(CC21)C2=CC=C(C(=N2)C(=O)O)C2=C(C(=CC=C2)OC2CCCCC2)F